C(C)N1CC=2C=NC(=C(C3=CN4C(C(OCCCCC[C@@H](NC1=O)CCC(F)(F)F)=N3)=NC=C4)C2)OC (16R)-13-ethyl-8-methoxy-16-(3,3,3-trifluoropropyl)-12,13,16,17,18,19,20,21-octahydro-6,23-(azeno)-11,7-(metheno)imidazo[2,1-c][1,4,9,13,15]oxatetraazacyclohenicosin-14(15H)-one